tert-butyl (1S,2R,5R)-2-((6-((5-(difluoromethoxy)-1H-pyrazol-3-yl)amino)pyrazin-2-yl)oxy)-8-azabicyclo[3.2.1]octane-8-carboxylate FC(OC1=CC(=NN1)NC1=CN=CC(=N1)O[C@H]1[C@@H]2CC[C@H](CC1)N2C(=O)OC(C)(C)C)F